C1(CC1)N1N=NC2=C1C=CC(=C2C)[C@@H](CC(=O)O)C2=CC(=C(C=C2)C)CN2S(C1=C(OC3(COC3)C2)C=CC=C1)(=O)=O (S)-3-(1-Cyclopropyl-4-methyl-1H-benzo[d][1,2,3]triazol-5-yl)-3-(3-((1,1-dioxidospiro[benzo[b][1,4,5]oxathiazepine-4,3'-oxetan]-2(3H)-yl)methyl)-4-methylphenyl)propanoic acid